FC1=CC=C(C=C1)N1C(NC2=C(C=CC=C2C1=O)C)=S 3-(4-fluorophenyl)-8-methyl-2-thioxo-2,3-dihydro-quinazolin-4(1H)-one